BrC=1C=CC(=C(C1)[C@@H]([C@H](C(C1C(NC(N(C1=O)C1CCOCC1)=O)=O)=O)F)N[S@](=O)C(C)(C)C)F (R)-N-((1S,2R)-1-(5-bromo-2-fluorophenyl)-2-fluoro-3-oxo-3-(2,4,6-trioxo-1-(tetrahydro-2H-pyran-4-yl)hexahydropyrimidin-5-yl)propyl)-2-methylpropane-2-sulfinamide